COC(=O)C=1C=CC=2N(N1)C=C(N2)C 2-methylimidazo[1,2-b]pyridazine-6-carboxylic acid methyl ester